(3'S,4'S)-3'-(3,4-dihydroxybenzoyl)-4'-(2,5-dimethoxyphenyl)-1'-methylspiro[indoline-3,2'-pyrrolidin]-2-one OC=1C=C(C(=O)[C@@H]2C3(N(C[C@@H]2C2=C(C=CC(=C2)OC)OC)C)C(NC2=CC=CC=C23)=O)C=CC1O